2-{2,6-bis[(Z)-7-hexadecenyl]-4-morpholinyl}ethyl 3-(dimethylamino)propionate CN(CCC(=O)OCCN1CC(OC(C1)CCCCCC\C=C/CCCCCCCC)CCCCCC\C=C/CCCCCCCC)C